ClC1=CC=C(CN(C(=O)[C@H]2[C@@H](CCC2)SC2=CC=C(C=C2)C)C2CCC(CC2)(F)F)C=C1 (1S,2R)-N-(4-chlorobenzyl)-N-(4,4-difluorocyclohexyl)-2-(p-tolylthio)cyclopentane-1-carboxamide